N-[5-(2-cyanocyclopropyl)-4,6-dimethoxy-pyrimidin-2-yl]-6-fluoro-7-(triazol-2-yl)-1H-indole-3-sulfonamide C(#N)C1C(C1)C=1C(=NC(=NC1OC)NS(=O)(=O)C1=CNC2=C(C(=CC=C12)F)N1N=CC=N1)OC